4-amino-2-chloro-6-(3-(difluoromethyl)bicyclo[1.1.1]pentan-1-yl)pyrimidine-5-carbaldehyde NC1=NC(=NC(=C1C=O)C12CC(C1)(C2)C(F)F)Cl